tert-Butyl (2S,4S)-2-((benzoyloxy)methyl)-4-(hydroxymethyl)azetidine-1-carboxylate C(C1=CC=CC=C1)(=O)OC[C@H]1N([C@@H](C1)CO)C(=O)OC(C)(C)C